2,2,2-Trifluoroethyl (S)-3-chloro-5-fluoro-2-(1-(pyrazolo[1,5-a]pyrimidine-3-carboxamido)ethyl)benzofuran-7-carboxylate ClC1=C(OC2=C1C=C(C=C2C(=O)OCC(F)(F)F)F)[C@H](C)NC(=O)C=2C=NN1C2N=CC=C1